C(C)(=O)N1CCN(CC1)C(=O)C1=CC=C(C=C1)C=1OC2=C(C=C(C=C2C(C1C)=O)C)[C@@H](C)NC1=C(C(=O)O)C=CC=C1 (R)-2-((1-(2-(4-(4-acetylpiperazine-1-carbonyl)phenyl)-3,6-dimethyl-4-oxo-4H-chromen-8-yl)ethyl)amino)benzoic acid